methyl 3-(5-(3-fluoro-5-(6-isopropylimidazo[1,2-a]pyridine-3-carboxamido)-4-methylphenyl)-1,2,4-oxadiazol-3-yl)azetidine-1-carboxylate FC=1C=C(C=C(C1C)NC(=O)C1=CN=C2N1C=C(C=C2)C(C)C)C2=NC(=NO2)C2CN(C2)C(=O)OC